2-butoxy-7-(4-(3-(dimethylamino)propoxy)-2-fluorobenzyl)imidazo[2,1-f][1,2,4]triazin-4-amine C(CCC)OC1=NN2C(C(=N1)N)=NC=C2CC2=C(C=C(C=C2)OCCCN(C)C)F